O1COC2=C1C=CC(=C2)[C@@H](C)N2CCN(CC2)C=2SC(=CN2)C(=O)NC (R)-2-(4-(1-(benzo[d][1,3]dioxol-5-yl)ethyl)piperazin-1-yl)-N-methylthiazole-5-carboxamide